N1N=CC2=CC=CC=C12 1H-azaindole